Diethyltosyloxy-methylphosphonate C(C)C(P([O-])([O-])=O)(OS(=O)(=O)C1=CC=C(C)C=C1)CC